CS(=O)(=O)C1=CC=C(C2=C1CCO2)NCC#C 4-(methylsulfonyl)-N-(prop-2-yn-1-yl)-2,3-dihydrobenzofuran-7-amine